NC=1C(=NC2=CC=C(C=C2N1)CN(C(=O)C=1C=NC(=NC1)C(F)(F)F)C1=C(C=CC=C1)S(=O)(=O)C)C N-[(3-amino-2-methylquinoxalin-6-yl)methyl]-N-(2-methanesulfonylphenyl)-2-(trifluoromethyl)pyrimidine-5-carboxamide